Methyl {[4-chloro-1-(2-fluorophenyl)-5-(5-fluoro-2-thienyl)-1H-pyrazol-3-yl]oxy}acetate ClC=1C(=NN(C1C=1SC(=CC1)F)C1=C(C=CC=C1)F)OCC(=O)OC